FC([C@@H](C)NC)(F)F |r| rac-1,1,1-trifluoro-N-methylpropan-2-amine